5-(2-(difluoromethoxy)phenyl)-1H-benzo[d]imidazole FC(OC1=C(C=CC=C1)C1=CC2=C(NC=N2)C=C1)F